2,4,6-trimercapto-1,3,5-triazine monosodium salt [Na].SC1=NC(=NC(=N1)S)S